rac-(1R,3R)-3-methoxycyclopentan-1-amine CO[C@H]1C[C@@H](CC1)N |r|